O1COC2=NC(=CC=C21)C=2C(=CC(=NC2)NC(C)=O)NC2=NC(=CC(=C2)OC(C)C)S(=O)(=O)C N-(5-([1,3]dioxolo[4,5-b]pyridin-5-yl)-4-((4-isopropoxy-6-(methylsulfonyl)pyridin-2-yl)amino)pyridin-2-yl)acetamide